((2R,3S,4R)-5-(4-aminopyrrolo[2,1-f][1,2,4]triazin-7-yl)-2-cyano-3,4-dihydroxytetrahydrofuran-2-yl)methyl ((S)-2-((3-cyano-5-fluorobenzyl) oxy)henicosyl) hydrogen phosphate P(=O)(OC[C@]1(OC([C@@H]([C@@H]1O)O)C1=CC=C2C(=NC=NN21)N)C#N)(OC[C@H](CCCCCCCCCCCCCCCCCCC)OCC2=CC(=CC(=C2)F)C#N)O